N-methoxy-N-methyltetrahydro-2H-pyran-3-carboxamide CON(C(=O)C1COCCC1)C